(7-(4-fluoro-2-methoxyphenyl)-5,5-dimethyl-4-((2,2,2-trifluoroethyl)amino)-6,7-dihydro-5H-pyrrolo[2,3-d]pyrimidin-2-yl)methanol FC1=CC(=C(C=C1)N1CC(C2=C1N=C(N=C2NCC(F)(F)F)CO)(C)C)OC